S1C(=NC2=C1C=CC=C2)NC(=O)C=2C=CC=C1CCN(CC21)C2=CC=C(C(=N2)C(=O)OC(C)(C)C)C2=C(C=C(C=C2)OCC2CC1(C2)CCN(CC1)CC(=O)OCC)C(F)(F)F tert-butyl 6-(8-(benzo[d]thiazol-2-ylcarbamoyl)-3,4-dihydroisoquinolin-2(1H)-yl)-3-(4-((7-(2-ethoxy-2-oxoethyl)-7-azaspiro[3.5]nonan-2-yl)methoxy)-2-(trifluoromethyl)phenyl)picolinate